[Na].CN(C)C1=C(C=CC=C1)N=NC1=CC=CC=C1 dimethylaminoazobenzene sodium